tert-Butyl 7-bromo-6-fluoro-8-methyl-3,4-dihydroisoquinoline-2(1H)-carboxylate BrC1=C(C=C2CCN(CC2=C1C)C(=O)OC(C)(C)C)F